CC=1N=C(C2=C(N1)N=CC(=C2)[C@@H]2CN(CC2)C(C)=O)N[C@H](C)C2=C(C(=CC=C2)C(F)(F)F)C |&1:11| 1-{(3RS)-3-[2-methyl-4-({(1R)-1-[2-methyl-3-(trifluoromethyl)phenyl]ethyl}amino)pyrido[2,3-d]pyrimidin-6-yl]pyrrolidin-1-yl}ethan-1-one